C(=O)([O-])C(O)C(O)C(=O)[O-].[Al+3].C(=O)([O-])C(O)C(O)C(=O)[O-].C(=O)([O-])C(O)C(O)C(=O)[O-].[Al+3] aluminum (III) tartrate